2-(4-(1-((4-methyl-4H-1,2,4-triazol-3-yl)methyl)cyclobutyl)-6-((3-morpholinopropyl)amino)pyridin-2-yl)-6-(((1-methylcyclobutyl)amino)methyl)-4-(trifluoromethyl)isoindolin-1-one CN1C(=NN=C1)CC1(CCC1)C1=CC(=NC(=C1)NCCCN1CCOCC1)N1C(C2=CC(=CC(=C2C1)C(F)(F)F)CNC1(CCC1)C)=O